[Cu].[Zn].[Pd].[Au] gold palladium zinc copper